N,N-bis(cis-4-t-butylcyclohexyl)-5-(cis-4-t-butylcyclohexylcarbonylamino)isophthalamide C(C)(C)(C)[C@H]1CC[C@H](CC1)N(C(C1=CC(C(=O)N)=CC(=C1)NC(=O)[C@@H]1CC[C@@H](CC1)C(C)(C)C)=O)[C@@H]1CC[C@@H](CC1)C(C)(C)C